racemic-N-(1-(6,7-difluoro-4-oxo-3,4-dihydrophthalazin-1-yl)ethyl)-N-methylbenzamide FC=1C=C2C(NN=C(C2=CC1F)[C@@H](C)N(C(C1=CC=CC=C1)=O)C)=O |r|